NC1=CC(=C(C(=C1)F)N1CC2(CN(C2)C(=O)OC(C)(C)C)C1)F tert-butyl 6-(4-amino-2,6-difluoro-phenyl)-2,6-diazaspiro[3.3]heptane-2-carboxylate